1,2-bis(2-methoxyethyl)benzene tert-butyl-4-(6-(8-chloronaphthalen-1-yl)-4-cyano-3-morpholino-5,6,7,8-tetrahydro-2,6-naphthyridin-1-yl)piperazine-1-carboxylate C(C)(C)(C)OC(=O)N1CCN(CC1)C1=NC(=C(C=2CN(CCC12)C1=CC=CC2=CC=CC(=C12)Cl)C#N)N1CCOCC1.COCCC1=C(C=CC=C1)CCOC